2-((4-(Difluoromethyl)-1,3-dimethyl-1H-pyrazol-5-yl)sulfonyl)-6-(tetrahydro-2H-pyran-4-yl)-2,6-diazaspiro[3.3]heptane FC(C=1C(=NN(C1S(=O)(=O)N1CC2(C1)CN(C2)C2CCOCC2)C)C)F